C[C@@]12C[C@H](N[C@H]2C1)C(=O)N[C@H](C)C1=CC=2C=NC=CC2N1S(=O)(=O)C1=CC=CC=C1 (1S,3S,5S)-5-methyl-N-((R)-1-(1-(phenylsulfonyl)-1H-pyrrolo[3,2-c]pyridin-2-yl)ethyl)-2-azabicyclo[3.1.0]hexane-3-carboxamide